2-(9-(2'-fluoro-3'-nitro-[1,1'-biphenyl]-2-yl)-9H-carbazol-1-yl)aniline FC1=C(C=CC=C1[N+](=O)[O-])C1=C(C=CC=C1)N1C2=CC=CC=C2C=2C=CC=C(C12)C1=C(N)C=CC=C1